FC(S(=O)(=O)C=1C=C2N(N1)[C@H](C[C@H]2F)C2=CC=CC=C2)F (4r,6r)-2-(difluoromethylsulfonyl)-4-fluoro-6-phenyl-5,6-dihydro-4H-pyrrolo[1,2-b]pyrazole